ClC1=C(C=CC(=C1)Cl)CC(=O)NC1=CC(=C(C=C1)N1N=CC(=N1)C(F)(F)F)S(N)(=O)=O 2-(2,4-dichlorophenyl)-N-{3-sulfamoyl-4-[4-(trifluoromethyl)-2H-1,2,3-triazol-2-yl]phenyl}acetamide